N-(1-(2,4-difluorophenyl)-2-hydroxyethyl)-2-(2,4-dioxo-1,4-dihydroquinazolin-3(2H)-yl)acetamide FC1=C(C=CC(=C1)F)C(CO)NC(CN1C(NC2=CC=CC=C2C1=O)=O)=O